ethyl 2-bromo-4-(2,2,2-trifluoro-ethoxy)benzoate BrC1=C(C(=O)OCC)C=CC(=C1)OCC(F)(F)F